The molecule is a phosphatidylcholine 36:1 in which the phosphatidyl acyl groups at positions 1 and 2 are specified as oleoyl and stearoyl respectively. It derives from an oleic acid and an octadecanoic acid. CCCCCCCCCCCCCCCCCC(=O)O[C@H](COC(=O)CCCCCCC/C=C\\CCCCCCCC)COP(=O)([O-])OCC[N+](C)(C)C